FC=1C=2N(C=C(C1)C=1N=C3N(C(N1)=O)C(=C(C=C3)N3CCNCC3)OC)C=C(N2)C 2-(8-fluoro-2-methylimidazo[1,2-a]pyridin-6-yl)-6-methoxy-7-(piperazin-1-yl)-4H-pyrido[1,2-a][1,3,5]triazin-4-one